FC1=CN=C(C=C1C(=O)OC)C1=CC(=C(C=C1)OC)F methyl 5-fluoro-2-(3-fluoro-4-methoxyphenyl)isonicotinate